N-(3-bromo-6-methylphenyl)-2,3,4,5-tetrachlorophthalimide BrC=1C=C(C(=CC1)C)N1C(C2C(C1=O)(C(=C(C(=C2)Cl)Cl)Cl)Cl)=O